C[C@@H]1CN(CCC1)CC=1NC=2C(N(C=C(C2C1)C1CC1)C1=NC(=CC(=C1)C1=C(C=C(C=C1)F)C1=CN=CN1C)C1CC1)=O 2-{[(S)-3-Methyl-1-piperidyl]methyl}-4-cyclopropyl-6-{6-cyclopropyl-4-[4-fluoro-2-(1-methyl-5-imidazolyl)phenyl]-2-pyridyl}-1,6-dihydro-1,6-diaza-7-indenone